C(C1=CC=CC=C1)NC1C2CCC(CC(C1)C)N2C(=O)OC(C)(C)C tert-butyl 2-(benzylamino)-4-methyl-9-azabicyclo[4.2.1]nonane-9-carboxylate